N-(5-Cyclopentyl-1H-pyrazol-3-yl)-2-[1-(methoxymethyl)-3-azabicyclo[3.1.1]heptan-3-yl]pyrimidin-4-amine C1(CCCC1)C1=CC(=NN1)NC1=NC(=NC=C1)N1CC2(CC(C1)C2)COC